Methyl 3-[(Z)-2-bromo-1-fluoroethenyl]-4-(difluoromethoxy)benzoate Br\C=C(/F)\C=1C=C(C(=O)OC)C=CC1OC(F)F